(S)-1-methyl-5-((5-(quinoxalin-6-yl)-7H-pyrrolo[2,3-d]pyrimidin-2-yl)amino)piperidin-2-one CN1C(CC[C@@H](C1)NC=1N=CC2=C(N1)NC=C2C=2C=C1N=CC=NC1=CC2)=O